N1(C=NC=C1)C=1C=CC(=C(C1)O)C1=NC=C(N=C1)N(C1CCNCC1)C 5-(1H-imidazol-1-yl)-2-(5-(methyl-(piperidin-4-yl)amino)pyrazin-2-yl)phenol